[Si](C)(C)(C(C)(C)C)OCCN(C(C(C)(C)OC1=CC=C(C=C1)F)=O)C1=CC=C(C=C1)C1=CC=C(C=C1)COC N-(2-((tert-butyldimethylsilyl)oxy)ethyl)-2-(4-fluorophenoxy)-N-(4'-(methoxymethyl)-[1,1'-biphenyl]-4-yl)-2-methylpropanamide